(1aS,5aS)-2-(4-Chloropyridin-2-yl)-1a,2,5,5a-tetrahydro-1H-2,3-diazacyclopropa[a]pentalen ClC1=CC(=NC=C1)N1N=CC=2C[C@H]3[C@@H](C12)C3